(2R)-2-amino-N-(17-azido-3,6,9,12,15-pentaoxaheptadec-1-yl)-N'-(3-bromo-2,4,6-trimethylphenyl)glutaramide N[C@@H](C(=O)NCCOCCOCCOCCOCCOCCN=[N+]=[N-])CCC(=O)NC1=C(C(=C(C=C1C)C)Br)C